NC=1SC(=CN1)C(=O)NC1=C(C=C(C(=C1)C(NC1=NC=C(C=C1)OC(C)C)=O)F)Cl 2-Amino-N-[2-chloro-4-fluoro-5-[(5-propan-2-yloxypyridin-2-yl)carbamoyl]phenyl]-1,3-thiazole-5-carboxamide